2-(3,6-diazabicyclo[3.1.1]heptan-3-yl)-7-(thiazol-2-yl)benzo[d]oxazole C12CN(CC(N1)C2)C=2OC1=C(N2)C=CC=C1C=1SC=CN1